NC1=CC=C(C=C1)CC[NH3+] 2-(4-Aminophenyl)ethylammonium